C1=CC2=C(C3=C1C(=O)OC3=O)C(=O)OC2=O mellophanic anhydride